2-fluoro-3-(trifluoromethyl)benzophenone FC1=C(C(=O)C2=CC=CC=C2)C=CC=C1C(F)(F)F